NC=1C=2N(C3=CC(=CC=C3N1)C(=O)N(CC1=NN3C(C=C(C=C3)C(F)(F)F)=C1)C)C(=NC2)C 4-amino-N,1-dimethyl-N-((5-(trifluoromethyl)pyrazolo[1,5-a]pyridin-2-yl)methyl)imidazo[1,5-a]quinoxaline-8-carboxamide